4-nitrobenzyl ((1R,4S)-4-(((1S,3S)-3-mercaptocyclobutyl)amino)cyclohexyl)carbamate SC1CC(C1)NC1CCC(CC1)NC(OCC1=CC=C(C=C1)[N+](=O)[O-])=O